ethyl 5-bromo-1,3-thiazole-4-carboxylate BrC1=C(N=CS1)C(=O)OCC